bis(3-(difluoromethyl)phenyl)sulfane FC(C=1C=C(C=CC1)SC1=CC(=CC=C1)C(F)F)F